NC1=CC(=C(C=C1)C(=O)C=1NC=2C=CC3=C(C2C1)C(=CC=C3)OC)OC (4-amino-2-methoxy-phenyl)-(9-methoxy-3H-benzo[e]indol-2-yl)-methanone